ClC=1C=C(C=NC1C1CC(C1)(F)F)N 5-chloro-6-(3,3-difluorocyclobutyl)pyridin-3-amine